N-(5-chloro-6-(2H-1,2,3-triazol-2-yl)pyridin-3-yl)-1-(1-cyanoisoquinolin-4-yl)-5-(trifluoromethyl)-1H-pyrazole-4-carboxamide ClC=1C=C(C=NC1N1N=CC=N1)NC(=O)C=1C=NN(C1C(F)(F)F)C1=CN=C(C2=CC=CC=C12)C#N